S1C(=NC2=C1C=CC=C2)OC2=C(C=C(C=C2)CCC(CC)(O)C(F)(F)F)OC(C)C 1-[4-(1,3-benzothiazol-2-yloxy)-3-(iso-propyloxy)phenyl]-3-(trifluoromethyl)pentan-3-ol